COC1=C(CN(S(=O)(=O)C2=C(C=C(C=C2F)F)F)C2=NC=CC=C2)C=CC(=C1)OC N-(2,4-dimethoxybenzyl)-2,4,6-trifluoro-N-(pyridine-2-yl)benzenesulfonamide